1-(4-(4,4,5,5-tetramethyl-1,3,2-dioxaborolan-2-yl)-1H-pyrazol-1-yl)propan-2-ol CC1(OB(OC1(C)C)C=1C=NN(C1)CC(C)O)C